(R)-N-(6-(6-(difluoro-methoxy)imidazo[1,2-a]pyridin-3-yl)pyridin-2-yl)-5-azaspiro[2.4]-heptan-7-amine FC(OC=1C=CC=2N(C1)C(=CN2)C2=CC=CC(=N2)N[C@H]2CNCC21CC1)F